C(C)C=1C(NC=2C=C(C=NC2C1)CN1CCN(CC1)C=1C=CC(=NC1C)C(=O)NC)=O 5-[4-[(7-ethyl-6-oxo-5H-1,5-naphthyridin-3-yl)methyl]piperazin-1-yl]-N,6-dimethylpyridine-2-carboxamide